FC1(C=2N(CC3(CC1)OC3)N=C3C2CN(CC3)C(=O)OC(C)(C)C)F tert-butyl 11',11'-difluoro-3',4',7',9',10',11'-hexahydrospiro[oxirane-2,8'-pyrido[4',3':3,4]pyrazolo[1,5-a]azepine]-2'(1'H)-carboxylate